p-tolyl (6-((2-hydroxy-2-methylpropyl)carbamoyl)-5-methyl-2-phenylpyridin-3-yl)carbamate OC(CNC(=O)C1=C(C=C(C(=N1)C1=CC=CC=C1)NC(OC1=CC=C(C=C1)C)=O)C)(C)C